C1(=CC=CC2=CC3=CC=CC=C3C=C12)C1=CC=C(C=C1)O 4-anthrylphenol